6-((2R,4S)-4-hydroxy-2-methylpyrrolidine-1-carbonyl)-2-(3-((R)-1-(4-methyl-4H-1,2,4-triazol-3-yl)propan-2-yl)phenyl)-4-(trifluoromethyl)isoindolin-1-one O[C@H]1C[C@H](N(C1)C(=O)C1=CC(=C2CN(C(C2=C1)=O)C1=CC(=CC=C1)[C@@H](CC1=NN=CN1C)C)C(F)(F)F)C